C(OC1=C(C=C(C(=C1)C=O)Cl)[C@@H](C1CCN(CC1)C(=O)[C@@H]1OC(OC1)(C)C)NC(=O)OC(C)(C)C)(OC(C)(C)C)=O 2-[(R)-[(tert-butoxycarbonyl)amino]([1-[(4R)-2,2-dimethyl-1,3-dioxolane-4-carbonyl]piperidin-4-yl])methyl]-4-chloro-5-formylphenyl tert-butyl carbonate